ClC=1C=C2C(=C3C1NC(NC31CCCCC1)=O)OC(=N2)CNC2C(CCC2)(F)F 5-chloro-2-{[(2,2-difluorocyclopentyl)amino]methyl}-7,8-dihydro-6H-spiro[[1,3]oxazolo[5,4-f]quinazoline-9,1'-cyclohexan]-7-one